FC1=CC=C(C=C1)N1C=2N(CC(C1)CNC(C=C)=O)N=CC2 N-((4-(4-fluorophenyl)-4,5,6,7-tetrahydropyrazolo[1,5-a]pyrimidin-6-yl)methyl)acrylamide